isobutyl methacrylate (isobutyl methacrylate) C(C(C)C)C=C(C(=O)O)C.C(C(=C)C)(=O)OCC(C)C